FC(C(=O)C=1C=NC=CC1)(F)F 2,2,2-trifluoro-1-(pyridine-3-yl)ethan-1-one